(2-ethoxy)phenyl-[4-(4-biphenylylthio)-3-ethoxyphenyl]4-biphenylylsulfonium tetrakis(pentafluorophenyl)borate FC1=C(C(=C(C(=C1[B-](C1=C(C(=C(C(=C1F)F)F)F)F)(C1=C(C(=C(C(=C1F)F)F)F)F)C1=C(C(=C(C(=C1F)F)F)F)F)F)F)F)F.CCOC1=C(C=CC(=C1)[S+](C1=CC(=C(C=C1)SC1=CC=C(C=C1)C1=CC=CC=C1)OCC)C1=CC=CC=C1)C1=CC=CC=C1